Tertbutylcyclohexyl methacrylate C(C(=C)C)(=O)OC1(CCCCC1)C(C)(C)C